(7-(4-(6-((6-acetyl-8-cyclopentyl-5-methyl-7-oxo-7,8-dihydropyrido[2,3-d]pyrimidin-2-yl)amino)pyridin-3-yl)-piperazin-1-yl)-7-oxoheptanoylamino)-N-(4,5-dimethylthiazol-2-yl)benzamide C(C)(=O)C1=C(C2=C(N=C(N=C2)NC2=CC=C(C=N2)N2CCN(CC2)C(CCCCCC(=O)NC2=C(C(=O)NC=3SC(=C(N3)C)C)C=CC=C2)=O)N(C1=O)C1CCCC1)C